COC1=C(C=CC(=C1)C)[N+](=O)[O-] 2-methoxy-4-methyl-1-nitro-benzene